2-hydroxy-2-methyl-[4-(1-methylethyl)phenyl]propanol OC(C(O)C1=CC=C(C=C1)C(C)C)(C)C